2-isopropylbenzo[d]oxazole C(C)(C)C=1OC2=C(N1)C=CC=C2